FC=1C=NC(=NC1)C=1C=C(C=C(C1OC)[N+](=O)[O-])COS(=O)(=O)C Methanesulfonic acid 3-(5-fluoropyrimidin-2-yl)-4-methoxy-5-nitrophenylmethyl ester